C(C)(C)(C)OC(=O)N1CC2=NNC(=C2C1)CC 3-Ethyl-4,6-dihydropyrrolo[3,4-c]pyrazole-5(2H)-carboxylic acid tert-butyl ester